(R)-1-(5-(4-(4-cyanophenyl)-4-fluoropiperidine-1-carbonyl)-2,4-dimethylphenyl)-3-((tetrahydrofuran-2-yl)methyl)urea C(#N)C1=CC=C(C=C1)C1(CCN(CC1)C(=O)C=1C(=CC(=C(C1)NC(=O)NC[C@@H]1OCCC1)C)C)F